N1N=NN=C1N1C[C@H](CCC1)NC(=O)C1(CC1)C1=CC=C(C=C1)Cl (S)-N-(1-(1H-tetrazol-5-yl)piperidin-3-yl)-1-(4-chlorophenyl)cyclopropane-1-carboxamide